C(C)[NH+](CC)CC.C(CCCCCCCCCCCCCCC)(=O)OC[C@@H](OC(CCCCCCCCCCCCCCC)=O)COP(=O)(O)OCCN 1,2-dihexadecanoyl-sn-glycero-3-phosphoethanolamine, triethylammonium salt